ClC1=C(C=CC=C1)N1C(N=C(C2=C1N=C(C=C2)C(F)(F)F)NC2CC(C2)(C)O)=O 1-(2-chlorophenyl)-4-(((1s,3s)-3-hydroxy-3-methylcyclobutyl)amino)-7-(trifluoromethyl)pyrido[2,3-d]pyrimidin-2(1H)-one